FC1=C(C=C(C=N1)C=1N=NN(C1)[C@H](C(=O)N1[C@@H](C[C@H](C1)O)C(=O)NC)C(C)(C)C)C (2S,4R)-1-[(2S)-2-[4-(6-fluoro-5-methyl-3-pyridyl)triazol-1-yl]-3,3-dimethyl-butanoyl]-4-hydroxy-N-methyl-pyrrolidine-2-carboxamide